(R)-2-(3-((4-(4-fluoro-2-hydroxyphenyl)phthalazin-1-yl)amino)piperidin-1-yl)acetic acid FC1=CC(=C(C=C1)C1=NN=C(C2=CC=CC=C12)N[C@H]1CN(CCC1)CC(=O)O)O